C(#N)C(C)(C)C1=NN(C(=C1)NC(=O)N[C@@H]1CN(C[C@H]1C1=CC(=C(C=C1)F)F)CCOC)C1=CC=CC=C1 1-(3-(2-cyanopropan-2-yl)-1-phenyl-1H-pyrazol-5-yl)-3-((3s,4r)-4-(3,4-difluorophenyl)-1-(2-methoxyethyl)pyrrolidin-3-yl)urea